(R)-3-chloro-5-(3-(hydroxymethyl)piperidin-1-yl)pyrazine-2-carbonitrile ClC=1C(=NC=C(N1)N1C[C@@H](CCC1)CO)C#N